1-tosyl-1H-pyrrole-2-carboxylate S(=O)(=O)(C1=CC=C(C)C=C1)N1C(=CC=C1)C(=O)[O-]